(R)-glycidylacetate C([C@@H]1CO1)CC(=O)[O-]